1-Methoxy-4-prenylphloroglucinol COC1(O)CC(O)=C(C(O)=C1)CC=C(C)C